N-[4-[4-[[2-(4-chlorophenyl)-4,4-dimethylcyclohexen-1-yl]methyl]piperazin-1-yl]-2-(1H-pyrrolo[2,3-b]pyridin-5-yloxy)phenyl]sulfonyl-3-(cyclopropyloxymethyl)-4-fluorobenzamide ClC1=CC=C(C=C1)C1=C(CCC(C1)(C)C)CN1CCN(CC1)C1=CC(=C(C=C1)S(=O)(=O)NC(C1=CC(=C(C=C1)F)COC1CC1)=O)OC=1C=C2C(=NC1)NC=C2